C1(CCC1)C1=CC(=NN1)NC(CC1=CC=C(C=C1)OCC=1C=C2CN(C(C2=C(C1)F)=O)C1C(NC(CC1)=O)=O)=O N-(5-cyclobutyl-1H-pyrazol-3-yl)-2-(4-((2-(2,6-dioxopiperidin-3-yl)-7-fluoro-1-Oxoisoindolin-5-yl)methoxy)phenyl)acetamide